CCC1CCCCN1C ethylmethylpiperidine